ClC1=C2C=NNC2=CC=C1NC1=NN(C=2C1=NC=CC2)C=2C=C(C=CC2)NC(=O)C=2C=NN(C2)C N-[3-[3-[(4-chloro-1H-indazol-5-yl)amino]pyrazolo[4,3-b]pyridin-1-yl]phenyl]-1-methyl-pyrazole-4-carboxamide